2-chloro-1-(5-iodo-1-methyl-1H-imidazol-2-yl)ethan-1-one ClCC(=O)C=1N(C(=CN1)I)C